C(C1=CC=CC=C1)N1C(=NC=2N(C(N(C(C12)=O)CCCO)=O)C)C1=CC(=CC=C1)C(C)C Benzyl-1-(3-hydroxypropyl)-8-(3-isopropylphenyl)-3-methyl-1H-purine-2,6(3H,7H)-dione